CN(C(CN1C(C2=C(C=CC=C2C1)NC=1C=C2C(=NC1)NN=C2C)=O)=O)CC(F)(F)F N-methyl-2-[7-[(3-methyl-1H-pyrazolo[3,4-b]pyridin-5-yl)amino]-1-oxo-isoindolin-2-yl]-N-(2,2,2-trifluoroethyl)acetamide